1-(4-((5-chlorobenzo[b]thiophen-2-yl)methyl)piperazine-1-carbonyl)-1H-pyrazole-3-carboxylic acid ClC1=CC2=C(SC(=C2)CN2CCN(CC2)C(=O)N2N=C(C=C2)C(=O)O)C=C1